C1=C(C=CC2=CC=CC=C12)S(=O)(=O)N1CCC2(CC(CO2)[C@](C(=O)N)(C)C2=CC=CC=C2)CC1 (R)-8-(naphthalen-2-ylsulfonyl)-1-oxa-8-azaspiro[4.5]decan-3-yl-2-phenylpropanamide